4-benzyl-2,2-difluoro-3,4-dihydronaphthalene-1(2H)-one C(C1=CC=CC=C1)C1CC(C(C2=CC=CC=C12)=O)(F)F